C(C)(C)(C)C1=CC=C(C=C1)C(C1CO1)OC(C1CO1)C1=CC=C(C=C1)C(C)(C)C Para-Tert-Butylphenyl-Glycidylether